ethyl 3-[(4R)-4-[2-[5-[[6,7-difluoro-4-(methylcarbamoyl)-1H-indol-5-yl]oxy]-2-fluoro-phenyl]-1H-imidazol-4-yl]-4-methyl-chroman-8-yl]propanoate FC1=C(C(=C2C=CNC2=C1F)C(NC)=O)OC=1C=CC(=C(C1)C=1NC=C(N1)[C@@]1(CCOC2=C(C=CC=C12)CCC(=O)OCC)C)F